C(#N)C=1C=C(C=CC1)C=1N=C(SC1C1=CC(=NC(=C1)C)C)NC(=O)N1CC=2N(CC1)C=CN2 N-[4-(3-Cyanophenyl)-5-(2,6-dimethyl-4-pyridyl)thiazol-2-yl]-6,8-dihydro-5H-imidazo[1,2-a]pyrazin-7-carboxamid